7-chloro-1-isopropyl-4-(1-methyl-1H-pyrazol-3-yl)-2,6-naphthyridine ClC1=NC=C2C(=CN=C(C2=C1)C(C)C)C1=NN(C=C1)C